BrCC1=C(C(=NC=C1)NC(=O)NC1CC1)F 1-(4-(bromomethyl)-3-fluoropyridin-2-yl)-3-cyclopropylurea